tert-butyl (5-hydroxy-2-methylphenyl)carbamate OC=1C=CC(=C(C1)NC(OC(C)(C)C)=O)C